1-(1-cyclohexyl-1H-1,2,3,4-tetrazol-5-yl)methanamine C1(CCCCC1)N1N=NN=C1CN